2-((4-(4-carbamoyl-1H-benzo[d]imidazol-2-yl)phenyl)amino)-7-cyclopentyl-N,N-dimethyl-7H-pyrrolo[2,3-d]pyrimidine-6-carboxamide C(N)(=O)C1=CC=CC=2NC(=NC21)C2=CC=C(C=C2)NC=2N=CC1=C(N2)N(C(=C1)C(=O)N(C)C)C1CCCC1